(E)-3-phenylpropyl 3-(4-hydroxyphenyl)acrylate OC1=CC=C(C=C1)/C=C/C(=O)OCCCC1=CC=CC=C1